(5'S,7a'R)-5'-(3,5-difluorophenyl)-3-hydroxytetrahydro-3'H-spiro[cyclobutane-1,2'-pyrrolo[2,1-b]oxazol]-3'-one FC=1C=C(C=C(C1)F)[C@@H]1CC[C@H]2OC3(C(N21)=O)CC(C3)O